2-(4-(6-(bicyclo[2.2.2]oct-1-ylmethoxy)pyridin-2-yl)phenyl)acetic acid methyl ester COC(CC1=CC=C(C=C1)C1=NC(=CC=C1)OCC12CCC(CC1)CC2)=O